tert-butyl (2S)-2-[(benzyloxy)methyl]-6-methanesulfinyl-1,4-oxazepane-4-carboxylate C(C1=CC=CC=C1)OC[C@H]1OCC(CN(C1)C(=O)OC(C)(C)C)S(=O)C